ClC=1C(=NC=CC1C1=NOC(=N1)C(F)(F)F)OCC1=NC=CC=C1Cl 3-chloro-2-[(3-chloropyridin-2-yl)methoxy]-4-[5-(trifluoromethyl)-1,2,4-oxadiazol-3-yl]pyridine